1-allylimidazolium copper [Cu+2].C(C=C)N1C=[NH+]C=C1